methoxypropyltin COCCC[Sn]